2-(2-ethylpyrazol-3-yl)isoindoline-1,3-dione C(C)N1N=CC=C1N1C(C2=CC=CC=C2C1=O)=O